C(=O)(OCC1C2=CC=CC=C2C2=CC=CC=C12)N[C@@H](CC1=CNC2=CC=C(C=C12)O)C(=O)O Fmoc-5-Hydroxy-L-tryptophan